4-[(4-fluorophenyl)methyl]-N-(5-hydroxypyridin-2-yl)piperazine-1-carboxamide FC1=CC=C(C=C1)CN1CCN(CC1)C(=O)NC1=NC=C(C=C1)O